N2-ethyl-1H-benzo[d]imidazole-2,4-diamine C(C)NC1=NC2=C(N1)C=CC=C2N